CS(=O)(=O)OCC1=NC=C(C=C1)C1C(NC(CC1)=O)=O (5-(2,6-dioxopiperidin-3-yl)pyridin-2-yl)methyl methanesulfonate